2,2'-azobis(2-Amidinopropane) N(=NC(C)(C)C(N)=N)C(C)(C)C(N)=N